(N-[4-Amino-5-[3-(2-fluorophenyl)isoxazol-5-carbonyl]thiazol-2-yl]-4-fluoroanilino)propanamid NC=1N=C(SC1C(=O)C1=CC(=NO1)C1=C(C=CC=C1)F)N(C1=CC=C(C=C1)F)C(C(=O)N)C